C(CCCCCCCCC)P([O-])(=O)CCCCCCCCCC.[Nd+3].C(C)C(CP([O-])(=O)CC(CCCC)CC)CCCC.C(C)C(CP([O-])(=O)CC(CCCC)CC)CCCC.C(C)C(CP([O-])(=O)CC(CCCC)CC)CCCC.[Nd+3] neodymium tris-[bis-(2-ethylhexyl) phosphinate] neodymium didecylphosphinate